N(N)C1=NN=NN1 5-hydrazino-1H-tetrazole